tert-Butyl 7-((3-(difluoromethyl)-6-vinylpyridin-2-yl)oxy)-2-azaspiro[3.5]nonane-2-carboxylate FC(C=1C(=NC(=CC1)C=C)OC1CCC2(CN(C2)C(=O)OC(C)(C)C)CC1)F